chloro-4-((2,5-dimethyl-4,5-dihydro-2H-pyrazolo[4,3-c][1,7]naphthyridin-6-yl)amino)-N-(methyl-d3)pyridazine-3-carboxamide ClC=1C(=C(N=NC1)C(=O)NC([2H])([2H])[2H])NC1=NC=CC=2C=3C(CN(C12)C)=CN(N3)C